O.O.[Cl-] chloride di-hydrate